COC=1C=C(CN(C2=NC(=NN3C2=NC=C3CC3=C(C=C(OCCN(C(OC(C)(C)C)=O)C)C=C3)F)O[C@@H](CCO)CCC)CC3=CC(=C(C=C3)OC)OC)C=CC1OC |o1:37| tert-butyl (R or S)-(2-(4-((4-(bis(3,4-dimethoxybenzyl)amino)-2-((1-hydroxyhexan-3-yl)oxy)imidazo[2,1-f][1,2,4]triazin-7-yl)methyl)-3-fluorophenoxy)ethyl)(methyl)carbamate